(R)-1-(5-chloro-2-cyanophenyl)-3-(isoquinolin-4-yl)-2-oxoimidazolidine-4-carbonitrile ClC=1C=CC(=C(C1)N1C(N([C@H](C1)C#N)C1=CN=CC2=CC=CC=C12)=O)C#N